3-methyl-1,2-thiazole-4-carbonitrile CC1=NSC=C1C#N